(Benzo[c][1,2,5]thiadiazol-6-yl)-2-cyano-3-(3-(4-methyl-1H-imidazol-1-yl)propyl)guanidin N=1SN=C2C1C=C(C=C2)NC(=NC#N)NCCCN2C=NC(=C2)C